C(C)(C)(C)OC(CC[C@H](NC(OCC1C2=CC=CC=C2C=2C=CC=CC12)=O)C(NCCOCCOCCC(=O)O)=O)=O (S)-5-(3-(tert-butoxy)-3-oxopropyl)-1-(9H-fluoren-9-yl)-3,6-dioxo-2,10,13-trioxa-4,7-diazahexadecane-16-oic acid